OCC(CCC1=CC=C(C=C1)CCCCCCCC)(CO)NCCCCCCNC(C(CCCCCCCC)CCCCCC)=O N-(6-((1-hydroxy-2-(hydroxymethyl)-4-(4-octylphenyl)butan-2-yl)amino)hexyl)2-hexyldecanoamide